O1C(COCC1)COC1=CC(=C(C(=N1)CCC1=CC=C(OCCN)C=C1)C)O 2-(4-(2-(6-((1,4-dioxan-2-yl)methoxy)-4-hydroxy-3-methylpyridin-2-yl)ethyl)phenoxy)ethan-1-amine